Acetyl 2-(2-azidoacetylamino)-2-deoxy-3,4-di-O-acetyl-6-O-(((1S)-1-sec-butoxycarbonylethylamino) (phenoxy) phosphoryl)-D-mannopyranoside N(=[N+]=[N-])CC(=O)N[C@@H]1C(OC(C)=O)O[C@@H]([C@H]([C@@H]1OC(C)=O)OC(C)=O)COP(=O)(OC1=CC=CC=C1)N[C@@H](C)C(=O)OC(C)CC